(2S)-2-methyl-N-tert-butoxycarbonyl-1,2,5,6-tetrahydropyridine-4-boronic acid pinacol ester C[C@@H]1N(CCC(=C1)B1OC(C)(C)C(C)(C)O1)C(=O)OC(C)(C)C